1,1-diisopropyl-9,11-hexadecadiene C(C)(C)C(CCCCCCCC=CC=CCCCC)C(C)C